O[C@@]1(CC[C@@]2(C3CC[C@@]4([C@H](CCC4C3CCC2C1)C(COCP([O-])([O-])=O)=O)C)C)C.[Na+].[Na+] sodium ((2-((3R,10S,13S,17S)-3-hydroxy-3,10,13-trimethylhexadecahydro-1H-cyclopenta[a]phenanthren-17-yl)-2-oxoethoxy)methyl)phosphonate